2-bromopropionic acid ethyl Ester C(C)OC(C(C)Br)=O